N-({4-chloro-1H,3H-furo[3,4-c]quinolin-7-yl}methyl)-N-(2-chloropyridin-3-yl)-2-cyclopropylpyrimidine-5-carboxamide ClC1=NC=2C=C(C=CC2C2=C1COC2)CN(C(=O)C=2C=NC(=NC2)C2CC2)C=2C(=NC=CC2)Cl